[N+](=O)([O-])C1=C(C=C(C=C1)C(F)(F)F)N1CCC2(CC2)CC1 6-(2-nitro-5-(trifluoromethyl)phenyl)-6-azaspiro[2.5]octane